(S)-3-((3,5-dimethylbenzyl)amino)-4-oxo-4,6,7,8-tetra-hydropyrrolo[1,2-a]pyrimidine-6-carboxylic acid CC=1C=C(CNC2=CN=C3N(C2=O)[C@@H](CC3)C(=O)O)C=C(C1)C